sulfidosilane [S-][SiH3]